C(C)(C)(C)C=1N=C(SC1)N1N(C(C=2C1=NC(=NC2)NC=2C=C1CCN(CC1=CC2)C(=O)OC(C)(C)C)=O)C(C)C Tert-Butyl 6-((1-(4-(tert-butyl)thiazol-2-yl)-2-isopropyl-3-oxo-2,3-dihydro-1H-pyrazolo[3,4-d]pyrimidin-6-yl)amino)-3,4-dihydroisoquinoline-2(1H)-carboxylate